FC1(CCC(CC1)CN1N=C(C(=C1C(=O)NC1=CC=NC=C1)C)C)F 4-[[2-[(4,4-difluorocyclohexyl)methyl]-4,5-dimethylpyrazole-3-carbonyl]amino]pyridine